N1[C@@H](CCC1)C(=O)O.C(C)(C)(C)[Si](C)(C)C1=CC(=CC(=C1)F)F t-butyl-(3,5-difluorophenyl)dimethylsilane Z-prolinate